CC=1C=CC=C2C(=CCOC12)S(=O)(=O)C 8-methyl-4-(methylsulfonyl)chromen